[Ir+3].C12C(CC(CC1)C2)C2=CC(=NC=N2)C2=CC=CC=C2.C21C(CC(CC2)C1)C1=CC(=NC=N1)C1=CC=CC=C1 bis[6-(2-norbornyl)-4-phenylpyrimidine] iridium (III)